2-ethylammonium bromide [Br-].CC[NH3+]